F[C@@H]1CNCC[C@@H]1NC1=C2C=C(N(C2=CC=C1)CC(F)(F)F)C#CCNC1=C(C=C(C(=O)NC)C=C1)OC 4-{[3-(4-{[(3R,4S)-3-fluoropiperidin-4-yl]amino}-1-(2,2,2-trifluoroethyl)-1H-indol-2-yl)prop-2-yn-1-yl]amino}-3-methoxy-N-methylbenzamide